C1(CCCCC1)C[C@H](C(=O)N1CC2(CCCC2)[C@](CC1)(O)CN1C=C(C(=CC1=O)C1=CC=CC=C1)C(=O)N1CCN(CC1)C(=O)OC(C)(C)C)C tert-Butyl 4-(1-(((S)-7-((R)-3-cyclohexyl-2-methylpropanoyl)-10-hydroxy-7-azaspiro[4.5]decan-10-yl)methyl)-6-oxo-4-phenyl-1,6-dihydropyridine-3-carbonyl)piperazine-1-carboxylate